NC1=NC=2C=NC(=CC2C2=C1COC2)C(=O)N([C@H]2COC1=C2C=CC(=C1)C(F)(F)F)CC#N 4-amino-N-(cyanomethyl)-N-((3R)-6-(trifluoromethyl)-2,3-dihydro-1-benzofuran-3-yl)-1,3-dihydrofuro[3,4-c][1,7]naphthyridine-8-carboxamide